tert-butyl (3S)-3-[benzyloxycarbonyl(methyl)amino]-4-oxo-4-(1-piperidyl)butanoate C(C1=CC=CC=C1)OC(=O)N([C@@H](CC(=O)OC(C)(C)C)C(N1CCCCC1)=O)C